C1(=CC=C(C=C1)C(\C=C(\C(F)(F)F)/C1=CC=CC=C1)=O)C1=CC=CC=C1 (E)-1-([1,1'-biphenyl]-4-yl)-4,4,4-trifluoro-3-phenyl-2-buten-1-one